(3S)-6-fluoro-3-methyl-2,3,4,5-tetrahydro-1,4-benzoxazepine-8-carboxamide FC1=CC(=CC2=C1CN[C@H](CO2)C)C(=O)N